methyl 5-amino-3-chloropyrazine-2-carboxylate NC=1N=C(C(=NC1)C(=O)OC)Cl